COC1=CC=C(CN(C2=NC=CC=C2CCNC([O-])=O)CC2=CC=C(C=C2)OC)C=C1 2-(2-(bis(4-methoxybenzyl)amino)pyridin-3-yl)ethylcarbamate